C1(CC1)CS(=O)(=O)NC1=C(C(=C(C=C1F)OC=1N=C(SC1C1=NC(=NC=C1)N[C@@H]1CNC[C@H](C1)F)C)C)F 1-cyclopropyl-N-[2,6-difluoro-4-[5-[2-[[(3S,5S)-5-fluoro-3-piperidyl]amino]pyrimidin-4-yl]-2-methyl-thiazol-4-yl]oxy-3-methyl-phenyl]methanesulfonamide